C12CC(CC(CCC1)N2)N(C=2SC1=NC(=CC=C1N2)C=2C=C(C=1N(C2)C=C(N1)C)C#N)C 6-{2-[(3-exo)-9-Azabicyclo[3.3.1]non-3-yl(methyl)amino][1,3]thiazolo[5,4-b]pyridin-5-yl}-2-methylimidazo[1,2-a]pyridin-8-carbonitril